O=C1OC2=CC=CC=C2C(=C1)OCCCN=S(OC1=CC=C(C=C1)C1=CC=C(C=C1)OCC#C)(=O)F 4'-(Prop-2-yn-1-yloxy)-[1,1'-biphenyl]-4-yl (3-((2-oxo-2H-chromen-4-yl)oxy)propyl)sulfurofluoridoimidate